5-(4-(2,6-difluorophenoxy)phenyl)-7-((trans)-4-(4-methylpiperazin-1-yl)cyclohexyl)-7H-pyrrolo[2,3-d]pyrimidin-4-amine FC1=C(OC2=CC=C(C=C2)C2=CN(C=3N=CN=C(C32)N)[C@@H]3CC[C@H](CC3)N3CCN(CC3)C)C(=CC=C1)F